ClC=1C=C(C=CC1F)NC1=NC=CC2=CC(=C(C=C12)NC(C=CN1CCCC1)=O)OC N-(1-((3-chloro-4-fluorophenyl)amino)-6-methoxyisoquinolin-7-yl)-3-(pyrrolidin-1-yl)propenamide